CC(C[C@@H](C(N[C@H](C=O)C[C@@H]1C(NCC1)=O)=O)NC(OC1CC2(C1)CCN(CC2)S(=O)(=O)C)=O)C 7-(Methylsulfonyl)-7-azaspiro[3.5]nonan-2-yl ((S)-4-methyl-1-oxo-1-(((S)-1-oxo-3-((R)-2-oxopyrrolidin-3-yl)propan-2-yl)amino)pentan-2-yl)carbamate